ClC=1C(=C(C=CC1F)[C@@H](C[C@@H]1COCCC1)NC(=O)[C@H]1NC(NC1)=O)F (S)-N-((R)-1-(3-chloro-2,4-difluorophenyl)-2-((R)-tetrahydro-2H-pyran-3-yl)ethyl)-2-oxoimidazolidine-4-carboxamide